11-(4-chloro-2,6-dimethylphenyl)-12-hydroxy-1,4-di-oxa-9-azadispiro[4.2.4.2]-tetradec-11-en-10-one ClC1=CC(=C(C(=C1)C)C=1C(NC2(CCC3(OCCO3)CC2)C1O)=O)C